ClC=1C(=C(CN2[C@@H](C[C@@](CC2)(C(=O)O)CC2=NC(=NC=C2F)NC2=NNC(=C2)C)CC)C=CC1)F (2R,4R)-1-(3-chloro-2-fluorobenzyl)-2-ethyl-4-((5-fluoro-2-((5-methyl-1H-pyrazol-3-yl)amino)-pyrimidin-4-yl)methyl)piperidine-4-carboxylic acid